(S)-(7-ethoxy-6-methoxy-1-(2-(5-methoxy-1H-indol-3-yl)ethyl)-3,4-dihydroisoquinolin-2(1H)-yl)(thiazol-4-yl)methanone C(C)OC1=C(C=C2CCN([C@H](C2=C1)CCC1=CNC2=CC=C(C=C12)OC)C(=O)C=1N=CSC1)OC